N-(4-((5-methyl-4-(6-(pyrimidin-5-ylamino)imidazo[1,2-a]pyridin-3-yl)pyrimidin-2-yl)amino)cyclohexyl)acetamide CC=1C(=NC(=NC1)NC1CCC(CC1)NC(C)=O)C1=CN=C2N1C=C(C=C2)NC=2C=NC=NC2